2-(2-methylphenyl)-4,5-dihydrooxazole CC1=C(C=CC=C1)C=1OCCN1